5-Bromo-4-(piperazin-1-yl)-N-(quinoxalin-6-ylmethyl)pyridin-3-amine BrC=1C(=C(C=NC1)NCC=1C=C2N=CC=NC2=CC1)N1CCNCC1